C(CCC(=O)O)(=O)O.C(CCC(=O)O)(=O)O.ClC1=CC(=C(CN2C[C@@H](CC2)CN)C=C1Cl)OCC1CC1 (S)-(1-(4,5-dichloro-2-(cyclopropylmethoxy)benzyl)pyrrolidin-3-yl)methanamine disuccinate